(ethyl-d5)-7-(methoxy-d3)-1H-indazol-6-amine C(C([2H])([2H])[2H])([2H])([2H])N1N=CC2=CC=C(C(=C12)OC([2H])([2H])[2H])N